N[C@@H]1CCC=2C=C(C(=C(C2C1)F)N1CC(NS1(=O)=O)=O)O 5-[(7R)-7-amino-1-fluoro-3-hydroxy-5,6,7,8-tetrahydronaphthalen-2-yl]-1λ6,2,5-thiadiazolidine-1,1,3-trione